CP(OC(C(F)(F)F)(F)F)(OCC(F)(F)F)=O perfluoroethyl (2,2,2-trifluoroethyl) methylphosphonate